5-((5-(3-Chlorophenyl)-6-methoxypyridin-3-yl)methyl)pyrimidin ClC=1C=C(C=CC1)C=1C=C(C=NC1OC)CC=1C=NC=NC1